(S)-tert-butyl (1-(oxetan-3-yl)pyrrolidin-3-yl)methylcarbamate O1CC(C1)N1C[C@@H](CC1)CNC(OC(C)(C)C)=O